FC=1C=C(C=CC1N1C(CCC1)=O)B1OC(C)(C)C(C)(C)O1 3-Fluoro-4-(2-oxo-1-pyrrolidinyl)phenylboronic acid pinacol ester